tert-butyl 3-((1H-pyrrolo[2,3-b]pyridin-5-yl)oxy)-4'-(3-(2-cyclopropylphenyl)-morpholino)-[1,1'-biphenyl]-4-carboxylate N1C=CC=2C1=NC=C(C2)OC=2C=C(C=CC2C(=O)OC(C)(C)C)C2=CC=C(C=C2)N2C(COCC2)C2=C(C=CC=C2)C2CC2